ClC1=C(C=CC=C1)C=1N=C(SC1)NC(=O)C1CC(C1)C(=O)OC methyl (1s,3s)-3-((4-(2-chlorophenyl)thiazol-2-yl)carbamoyl)cyclobutane-1-carboxylate